CN(S(=O)(=O)N1C(CCC1)=O)C N,N-dimethyl-2-oxopyrrolidine-1-sulfonamide